2-(QUINOLIN-7-YL)ACETALDEHYDE N1=CC=CC2=CC=C(C=C12)CC=O